N-(5-((4-cyclopropylbenzyl)oxy)-1,3,4-thiadiazol-2-yl)-1-(2-methoxyphenyl)-1H-imidazole-5-carboxamide C1(CC1)C1=CC=C(COC2=NN=C(S2)NC(=O)C2=CN=CN2C2=C(C=CC=C2)OC)C=C1